3-(2,2,2-trichloroacetyl)urea ClC(C(=O)NC(N)=O)(Cl)Cl